2-Chloro-N1-(1-ethyl-1H-1,2,4-triazol-5-yl)-N3-methoxy-N3-methyl-4-(methylsulfonyl)isophthalamid ClC1=C(C(=O)NC2=NC=NN2CC)C=CC(=C1C(=O)N(C)OC)S(=O)(=O)C